[3-[[2-fluoro-4-(trifluoromethyl)phenyl]methoxy]azetidin-1-yl]-[6-[5-(2,2,2-trifluoro-1-hydroxy-ethyl)-4H-1,2,4-triazol-3-yl]-2-azaspiro[3.3]heptan-2-yl]methanone FC1=C(C=CC(=C1)C(F)(F)F)COC1CN(C1)C(=O)N1CC2(C1)CC(C2)C2=NN=C(N2)C(C(F)(F)F)O